octahydrocyclopenta[c]pyrrol-4-amine C1NCC2C1CCC2N